(cis)-benzyl 5-(1-(tert-butoxy)-1-oxoprop-2-yl)-3,3-difluorohexahydropyrrolo[3,4-b]pyrrole-1(2H)-carboxylate C(C)(C)(C)OC(C(C)N1C[C@@H]2N(CC([C@@H]2C1)(F)F)C(=O)OCC1=CC=CC=C1)=O